FC1CC(N(C1)C=O)C1=CC(=CC=C1)F (4-fluoro-2-(3-fluorophenyl)pyrrolidin-1-yl)methanone